FC1=C(C(=CC2=CC=C(C=C12)OCCC1(OC(OC1)(C)C)C)O)N1CC(NS1(=O)=O)=O 5-{1-fluoro-3-hydroxy-7-[2-(2,2,4-trimethyl-1,3-dioxolan-4-yl)ethoxy]naphthalen-2-yl}-1λ6,2,5-thiadiazolidine-1,1,3-trione